C(C1=CC=CC=C1)OC1=NC(=CC=C1C1=NN(C2=C(C=CC=C12)NC[C@@H]1CN(CC1)C(=O)OC(C)(C)C)C)OCC1=CC=CC=C1 tert-butyl (R)-3-(((3-(2,6-bis(benzyloxy)pyridin-3-yl)-1-methyl-1H-indazol-7-yl)amino)methyl)pyrrolidine-1-carboxylate